FC(N1N=CC=C1C(=O)N[C@H](C(NC1=CC2=C(C=N1)C1(CCOCC1)C(N2)=O)=O)C2CCC(CC2)C)F 2-(Difluoromethyl)-N-{(1S)-1-(4-methylcyclohexyl)-2-oxo-2-[(2-oxospiro[1H-pyrrolo[3,2-c]-pyridine-3,4'-oxane]-6-yl)-amino]ethyl}pyrazole-3-carboxamide